3-(5-((4-(4-(4-((9-cyclopentyl-8-(phenylamino)-9H-purin-2-yl)amino)phenyl)piperazin-1-yl)piperidin-1-yl)methyl)-7-fluoro-1-oxoisoindolin-2-yl)piperidine-2,6-dione C1(CCCC1)N1C2=NC(=NC=C2N=C1NC1=CC=CC=C1)NC1=CC=C(C=C1)N1CCN(CC1)C1CCN(CC1)CC=1C=C2CN(C(C2=C(C1)F)=O)C1C(NC(CC1)=O)=O